C(C)[C@@H]1CN(CCN1C1=NC=C(C=N1)C(F)(F)F)C(=O)OCCC1=CNC(C(=C1)C(F)(F)F)=O 2-(6-Oxo-5-(trifluoromethyl)-1,6-dihydropyridin-3-yl)ethyl (R)-3-ethyl-4-(5-(trifluoromethyl)pyrimidin-2-yl)piperazine-1-carboxylate